2-(4-(4-(6-((6-Acetyl-8-cyclopentyl-5-methyl-7-oxo-7,8-dihydropyrido[2,3-d]pyrimidin-2-yl)amino)pyridin-3-yl)piperazin-1-yl)-4-oxobutanamido)-N-(4,5-dimethylthiazol-2-yl)benzamide C(C)(=O)C1=C(C2=C(N=C(N=C2)NC2=CC=C(C=N2)N2CCN(CC2)C(CCC(=O)NC2=C(C(=O)NC=3SC(=C(N3)C)C)C=CC=C2)=O)N(C1=O)C1CCCC1)C